CO[Si](CCCOCCOC)(OC)OC trimethoxy-[3-(2-methoxyethoxy)propyl]silane